C1(CC1)C=1N=NN(C1)[C@H](C(=O)N1[C@@H](C[C@H](C1)O)C(=O)NC(C(C)(C)C)C1=NC=CC=N1)C(C)(C)C (2S,4R)-1-[(2S)-2-(4-cyclopropyltriazol-1-yl)-3,3-dimethyl-butanoyl]-N-(2,2-dimethyl-1-pyrimidin-2-yl-propyl)-4-hydroxy-pyrrolidine-2-carboxamide